C(C)C(C(=O)OCCNC1=NC(=C2N=CN(C2=N1)C(C)C)NC1=CC(=CC=C1)Cl)CCCCS(NC(C1=NC(=CC=C1)N1CC2=C(C=CC=C2CC1)C(NC=1SC2=C(N1)C=CC=C2)=O)=O)(=O)=O 2-[[6-[(3-chlorophenyl)amino]-9-isopropyl-9H-purin-2-yl]amino]ethanol Ethyl-6-(N-(6-(8-(benzo[d]thiazol-2-ylcarbamoyl)-3,4-dihydroisoquinolin-2(1H)-yl)picolinoyl)sulfamoyl)hexanoate